3-((toluoyloxy)methyl)pyrrolidine-1-carboxylic acid tert-butyl ester C(C)(C)(C)OC(=O)N1CC(CC1)COC(=O)C=1C(=CC=CC1)C